3-phenyl-5-cyano-4,6-diamino-2-ethoxycarbonyl-1-p-toluenesulfonyl-2,3-dihydro-1H-pyrrolo[2,3-b]pyridine C1(=CC=CC=C1)C1C(N(C2=NC(=C(C(=C21)N)C#N)N)S(=O)(=O)C2=CC=C(C)C=C2)C(=O)OCC